O[C@@H](C=O)[C@H]([C@@H]([C@@H](CO[C@H]1O[C@@H]([C@@H]([C@@H]([C@H]1O)O)O)CO[C@H]1O[C@@H]([C@@H]([C@@H]([C@H]1O)O)O)CO)O)O)O (2R,3S,4R,5R)-2,3,4,5-tetrahydroxy-6-[(2S,3R,4S,5R,6R)-3,4,5-trihydroxy-6-[[(2S,3R,4S,5R,6R)-3,4,5-trihydroxy-6-(hydroxymethyl)oxan-2-yl]oxymethyl]oxan-2-yl]oxyhexanal